C(C#C)OCCOCCOCCO 2-(2-(2-(prop-2-yn-1-yloxy)ethoxy)ethoxy)ethanol